3-[(2R)-4-[1-(difluoromethyl)cyclopentanecarbonyl]-2-ethylpiperazin-1-yl]-6-(2-ethoxyphenyl)-N-[(3R)-1-methylpyrrolidin-3-yl]pyridine-2-carboxamide FC(C1(CCCC1)C(=O)N1C[C@H](N(CC1)C=1C(=NC(=CC1)C1=C(C=CC=C1)OCC)C(=O)N[C@H]1CN(CC1)C)CC)F